BrCCC1=CC=C(C(=C1S(=O)(=O)O)C)O 6-(2-bromoethyl)-3-hydroxy-2-methylbenzenesulfonic acid